C12CC(CC(CC1)C2)C2C1CCCC2CC1 3,8'-bi(bicyclo[3.2.1]octane)